C(C)(C)(C)C1CCN(CC1)C1=CC(=C(C=C1)C=1C=NC=C(C1)OC)C=1N=NNN1 4-(tert-butyl)-N-(4-(5-methoxypyridin-3-yl)-3-(2H-tetrazol-5-yl)phenyl)piperidine